5-chloro-N-(2,4-dimethoxybenzyl)-2,4-difluoro-N-(pyrimidin-4-yl)benzenesulfonamide ClC=1C(=CC(=C(C1)S(=O)(=O)N(C1=NC=NC=C1)CC1=C(C=C(C=C1)OC)OC)F)F